N1(CCNCC1)[C@@H]1CC[C@H](CC1)C(=O)OC(C)(C)C trans-tert-butyl 4-(piperazin-1-yl)cyclohexane-1-carboxylate